N-(2-bromo-6-(phenylselanyl)phenethyl)picolinamide BrC1=C(CCNC(C2=NC=CC=C2)=O)C(=CC=C1)[Se]C1=CC=CC=C1